FC1([C@H](CN(CC1)[C@H](C(=O)NC1=NC=C(C=C1)F)C)C1=CNC(C(=C1)CO)=O)F (S)-2-((S)-4,4-difluoro-3-(5-(hydroxymethyl)-6-oxo-1,6-dihydropyridin-3-yl)piperidin-1-yl)-N-(5-fluoropyridin-2-yl)propionamide